N-[(1S)-1-[4-(4-methylthiazol-5-yl)phenyl]ethyl]pyrrolidine-2-carboxamide hydrochloride Cl.CC=1N=CSC1C1=CC=C(C=C1)[C@H](C)NC(=O)C1NCCC1